3-(2,6-difluoro-3-methyl-benzyloxy)-5-phenyl-pyridin-2-ylamine FC1=C(COC=2C(=NC=C(C2)C2=CC=CC=C2)N)C(=CC=C1C)F